NC1=NC=CC=C1C1=NC=2C(=NC(=CC2)N2N=CC=C2)N1C=1C=C2CCC(C2=CC1)NN1CCNCC1 N-{5-[2-(2-aminopyridin-3-yl)-5-(pyrazol-1-yl)imidazo[4,5-b]pyridin-3-yl]-2,3-dihydro-1H-inden-1-yl}piperazin-1-amine